OC(C)C1=NN(C(C=2N1C=C(C2)C(C)C)=O)CC(=O)NC2=NC=NC=C2 2-[4-(1-Hydroxyethyl)-7-Isopropyl-1-Oxo-Pyrrolo[1,2-d][1,2,4]Triazin-2-yl]-N-Pyrimidin-4-yl-Acetamide